N-(3-(5-carbamimidoylthiophen-3-yl)phenyl)-4-phenoxytetrahydro-2H-pyran-4-carboxamide C(N)(=N)C1=CC(=CS1)C=1C=C(C=CC1)NC(=O)C1(CCOCC1)OC1=CC=CC=C1